ClC=1C=CC(=C(C1)[C@H]1C[C@H](C1)NC(=O)C=1C(=NN(C1)[C@H](C)C=1C=NC(=CC1C)N1C([C@@H]2C[C@@H]2C1)=O)C)C#N |o1:19| N-((cis)-3-(5-chloro-2-cyanophenyl)cyclobutyl)-3-methyl-1-((R or S)-1-(4-methyl-6-((1R,5S)-2-oxo-3-azabicyclo[3.1.0]hexan-3-yl)pyridin-3-yl)ethyl)-1H-pyrazole-4-carboxamide